4-Chloro-1,3-thiazole ClC=1N=CSC1